C1(CC1)N1N=C2N=C(N=C(C2=C1)SCC(=O)C1=CC=C(S1)CNC(CO)=O)C(F)(F)F N-((5-(2-((2-cyclopropyl-6-(trifluoromethyl)-2H-pyrazolo[3,4-d]pyrimidin-4-yl)thio)acetyl)thiophen-2-yl)methyl)-2-hydroxyacetamide